CC=1C=CC(=NC1)N1CCN(CC1)C(CCC1=NC2=CC=CC=C2C(N1)=O)=O 2-[3-[4-(5-methyl-2-pyridyl)piperazin-1-yl]-3-oxo-propyl]-3H-quinazolin-4-one